2-(4-(2-(6-methylpyridin-2-yl)-6,7-dihydro-5H-pyrrolo[1,2-a]imidazol-3-yl)pyridin-2-yl)-1-((2-(trimethylsilyl)ethoxy)methyl)-1,4,5,6-tetrahydropyrrolo[3,4-d]imidazole CC1=CC=CC(=N1)C=1N=C2N(C1C1=CC(=NC=C1)C1=NC3=C(N1COCC[Si](C)(C)C)CNC3)CCC2